NC[C@H](C)C=1C=C(C=CC1)NC=1C(=NC(=C(N1)C(C)C)CC)C(=O)N (R)-3-((3-(1-aminopropane-2-yl)phenyl)amino)-6-ethyl-5-isopropylpyrazine-2-carboxamide